CC1=C(OC2=C(C=C(C=C2C1=O)C)[C@@H](C)NC1=C(C=CC=C1)C=1N=NNC1)C1=CC=CC=C1 3,6-Dimethyl-2-phenyl-8-[(1R)-1-[2-(1H-triazol-4-yl)anilino]ethyl]chromen-4-one